CC1CC(NC=2N=CN=C(C21)N2CCNCC2)=O 5-methyl-4-(piperazin-1-yl)-5,8-dihydropyrido[2,3-d]pyrimidin-7(6H)-one